C(=O)(OCC1C2=CC=CC=C2C2=CC=CC=C12)N[C@@H](C(C)(C)C)C(=O)O Fmoc-L-tertiary leucine